CC1=C(C(=O)OOC(C2=C(C=CC(=C2)C)C)=O)C=C(C=C1)C 2,5-di-methyl-benzoyl peroxide